2-[3-(3-hydroxypropyl)-1,2-oxazol-5-yl]-3-methylbutyric acid OCCCC1=NOC(=C1)C(C(=O)O)C(C)C